ClC=1C=C(C=CC1Cl)[C@@H](CN(C)C)NC(C1=CC=C(C=C1)OC(F)(F)F)=O (S)-N-(1-(3,4-dichlorophenyl)-2-(dimethylamino)ethyl)-4-(trifluoromethoxy)benzamide